FC(C(=O)O)(F)F.NC=1N=CC(=NC1C1=NC=NC=C1)C=1C=C(C=CC1C([2H])([2H])[2H])S(=O)(=O)NC12CC(C1)(C2)C#N 3-(5-Amino-6-(pyrimidin-4-yl)pyrazin-2-yl)-N-(3-cyanobicyclo[1.1.1]pentan-1-yl)-4-(methyl-d3)benzenesulfonamide Trifluoroacetate Salt